FC1=CC(=CC2=C1C=C(O2)C(=O)OCC)N2C(CC2)C(C)(C)O ethyl 4-fluoro-6-[2-(2-hydroxypropan-2-yl)azetidin-1-yl]-1-benzofuran-2-carboxylate